Benzylidene-bis(tricyclohexylphosphino)-dichlororuthenium C(C1=CC=CC=C1)=[Ru](Cl)(Cl)(P(C1CCCCC1)(C1CCCCC1)C1CCCCC1)P(C1CCCCC1)(C1CCCCC1)C1CCCCC1